BrC=1C=C2N(C(C=3N(C2=CC1OC)C=CN3)=O)C3=C(C=CC=C3)C 7-Bromo-8-methoxy-5-(o-Tolyl)Imidazolo[1,2-a]Quinoxaline-4(5H)-on